methyl 5-bromo-1-(2-fluoroethyl)-1H-indazole-3-carboxylate BrC=1C=C2C(=NN(C2=CC1)CCF)C(=O)OC